[F-].C(CC)[NH+]1CCC(CC1)C 1-propyl-4-methylpiperidinium fluoride salt